COC(C1=CC(=C(C(=C1)Cl)OC)S(NC1=C(C=C(C(=C1)C1=C(C=CC=C1)OCCNC(=O)OC(C)(C)C)F)F)(=O)=O)=O 3-[[5-[2-[2-(tert-butoxycarbonylamino)ethoxy]phenyl]-2,4-difluoro-phenyl]sulfamoyl]-5-chloro-4-methoxy-benzoic acid methyl ester